1-(4-(4-chlorophenyl)-3,4-dihydroquinoxaline-1(2H)-yl)-3-(piperidin-1-yl)propan-1-one ClC1=CC=C(C=C1)N1CCN(C2=CC=CC=C12)C(CCN1CCCCC1)=O